C(=O)(O)C1N(CCC1)C1=NC=2N(C(=C1)NC=1C=C3C=C(C(N(C3=CC1)C)=O)OCC(=O)NC)N=CN2 2-((6-((5-(2-(carboxy)pyrrolidinyl)-[1,2,4]triazolo[1,5-a]pyrimidin-7-yl)amino)-1-methyl-2-oxo-1,2-dihydroquinolin-3-yl)oxy)-N-methylacetamide